N1=C2C(=CC(=C1)CNC(=O)[C@@H]1CCC=3N1C(C(=CN3)NCC3=CC(=CC(=C3)C)C)=O)CNC2 (S)-N-((6,7-DIHYDRO-5H-PYRROLO[3,4-B]PYRIDIN-3-YL)METHYL)-3-((3,5-DIMETHYLBENZYL)AMINO)-4-OXO-4,6,7,8-TETRAHYDROPYRROLO[1,2-A]PYRIMIDINE-6-CARBOXAMIDE